1-(4-(3-Amino-1H-indazol-5-yl)pyridin-2-yl)-3-(3-(benzyloxy)phenyl)urea NC1=NNC2=CC=C(C=C12)C1=CC(=NC=C1)NC(=O)NC1=CC(=CC=C1)OCC1=CC=CC=C1